tert-Butyl 4-hydroxy-2-((4-methyl-3-((1-(naphthalen-1-yl)cyclopropyl)carbamoyl)phenoxy)methyl)pyrrolidine-1-carboxylate OC1CC(N(C1)C(=O)OC(C)(C)C)COC1=CC(=C(C=C1)C)C(NC1(CC1)C1=CC=CC2=CC=CC=C12)=O